N1=C(SC2=C1C=1CCOC1C=C2)N2C(N[C@@H](C[C@@H]2C#CC)C)=O (4R,6R)-1-(7,8-dihydrobenzofuro[4,5-d]thiazol-2-yl)-4-methyl-6-(prop-1-yn-1-yl)tetrahydropyrimidin-2(1H)-one